T-butyl-((1-ethoxy-2-methylpropan-1-en-1-yl)oxy)dimethylsilane C(C)(C)(C)[Si](C)(C)OC(=C(C)C)OCC